1-(3-bromo-4-methoxyphenyl)-3-methyl-2-butylamine BrC=1C=C(C=CC1OC)CC(C(C)C)N